NOC[C@@H](CC1=C(C=C(C=C1)C)C)NC(C1=CC(=NC=C1Br)C(F)(F)F)=O |r| N-[(2RS)-1-(aminooxy)-3-(2,4-dimethylphenyl)propan-2-yl]-5-bromo-2-(trifluoromethyl)isonicotinamide